ClC=1C(=C2C(=NC1)OCO2)C(=O)NC2=C1C(N(CC1=CC=C2)[C@@H](C)C2CC2)=O (S)-6-chloro-N-(2-(1-cyclopropylethyl)-3-oxoisoindolin-4-yl)-[1,3]dioxolo[4,5-b]pyridine-7-carboxamide